3-(3-fluoro-4-methoxy-5-(1H-1,2,3-triazol-4-yl)phenyl)-7-methoxyimidazo[1,2-a]pyridine FC=1C=C(C=C(C1OC)C=1N=NNC1)C1=CN=C2N1C=CC(=C2)OC